O1CCC(CC1)NC1=NC=C2N=C(N(C2=N1)C1CCC(CC1)C(=O)N)NC1=C(C=C(C=C1Cl)Cl)Cl (1s,4s)-4-(2-(tetrahydro-2H-pyran-4-ylamino)-8-(2,4,6-trichlorophenylamino)-9H-purin-9-yl)cyclohexanecarboxamide